ClC=1C=C(C=C(C1)NS(=O)(=O)CC)NC(=O)C=1SC(=C(C1)C1=NC=C(C=C1)F)C N-(3-chloro-5-(ethylsulfonamido)phenyl)-4-(5-fluoropyridin-2-yl)-5-methylthiophene-2-carboxamide